tetrahydroxyiso-propylethylenediamine OC(C(N)(O)O)(NC(C)C)O